FC(COC=1C(=NC(=NC1OC)NS(=O)(=O)C1=CNC(=C1)C1=CN=CS1)OC)F N-[5-(2,2-difluoroethoxy)-4,6-dimethoxy-pyrimidin-2-yl]-5-thiazol-5-yl-1H-pyrrole-3-sulfonamide